(R)-1-((2R,3S,4S,5S,6S)-3,4,5-tris(benzyloxy)-6-methoxytetrahydro-2H-pyran-2-yl)-2-(triphenylmethoxy)ethan-1-ol C(C1=CC=CC=C1)O[C@@H]1[C@H](O[C@@H]([C@H]([C@H]1OCC1=CC=CC=C1)OCC1=CC=CC=C1)OC)[C@@H](COC(C1=CC=CC=C1)(C1=CC=CC=C1)C1=CC=CC=C1)O